C(C)(C)(C)NS(=O)(=O)C=1C=C(C=CC1)NC1=NC(=NC=C1C)NC1=CC=C(C=C1)N1CCN(CC1)C(=O)NC1=C(C=CC=C1)F 4-(4-((4-((3-(N-(tert-butyl)sulfamoyl)phenyl)amino)-5-methylpyrimidin-2-yl)amino)phenyl)-N-(2-fluorophenyl)piperazine-1-carboxamide